4-methoxy-3-methyl-3H-thieno[3,2-e]indazole-7-carboxylic acid COC1=CC2=C(C=3C=NN(C13)C)C=C(S2)C(=O)O